1,1-dimethyl-2,5-bis(3,5-diethylaminophenylethynyl)-3,4-diphenylsilole C[Si]1(C(=C(C(=C1C#CC1=CC(=CC(=C1)NCC)NCC)C1=CC=CC=C1)C1=CC=CC=C1)C#CC1=CC(=CC(=C1)NCC)NCC)C